CC(CCC(=O)NC1=CC=C(C=C1)CN1CCC(CC1)(C1=NC=CC=C1)CCC1=CC=CC=C1)C 4-methyl-N-(4-((4-phenethyl-4-(pyridin-2-yl)piperidin-1-yl)methyl)phenyl)pentanamide